[3-[(5-fluoro-2-pyridyl)amino]-1-(2,2,2-trifluoroethyl)pyrazolo[4,3-c]pyridin-6-yl]-(1,4-oxazepan-4-yl)methanone FC=1C=CC(=NC1)NC1=NN(C2=C1C=NC(=C2)C(=O)N2CCOCCC2)CC(F)(F)F